2-cyclobutoxy-6-ethynylpyridine C1(CCC1)OC1=NC(=CC=C1)C#C